1,1,1,3,3,3-Hexafluoropropan-2-yl (S)-1-((2-methylpyrimidin-5-yl)carbamoyl)-6-azaspiro[2.5]octan-6-carboxylat CC1=NC=C(C=N1)NC(=O)[C@H]1CC12CCN(CC2)C(=O)OC(C(F)(F)F)C(F)(F)F